FC(N1N=CC(=C1)CN1CC2(CN(C2)C(=O)N2CC3(C2)CC(C3)N3N=C(N=C3)C(F)(F)F)C1)(F)F [6-[[1-(trifluoromethyl)pyrazol-4-yl]methyl]-2,6-diazaspiro[3.3]heptan-2-yl]-[6-[3-(trifluoromethyl)-1,2,4-triazol-1-yl]-2-azaspiro[3.3]heptan-2-yl]methanone